C[Si](CCCSP(OCCC[Si](OC)(OC)C)(=S)C)(OC)OC.N(=C=O)C(C(C)(C)C1=C(C)C=CC(=C1)C(C(N=C=O)N=C=O)(C)C)N=C=O 2,4-bis(diisocyanato-t-butyl)toluene bis-(3-methyldimethoxysilyl-1-propyl)methyldithiophosphonate